CN1CCN(CC1)C1=CC=C2C(NC(NC2=C1)=O)=O 7-(4-methylpiperazin-1-yl)quinazoline-2,4(1H,3H)-dione